FC1(C(C1)(C)C#C[Si](C(C)C)(C(C)C)C(C)C)F 2-(2,2-Difluoro-1-methyl-cyclopropyl)ethynyl-triisopropyl-silane